[Cr](=O)(=O)([O-])[O-].[NH+]1=CC=CC=C1.[NH+]1=CC=CC=C1 Pyridinium Chromate